BrC1=C(C(=NC(=C1)Cl)OC[C@H](CO)O)OCC1=CC=C(C=C1)OC (S)-3-((4-bromo-6-chloro-3-((4-methoxybenzyl)oxy)pyridin-2-yl)oxy)propane-1,2-diol